FC1=CC=C(C=C1)CC(=O)N1CC2=CC(=CC(=C2CC1)[C@H]1NCCC1)C=1C=C2C(=NC1)NC=C2C (S)-2-(4-fluorophenyl)-1-(7-(3-Methyl-1H-pyrrolo[2,3-b]pyridin-5-yl)-5-(pyrrolidin-2-yl)-3,4-dihydroisoquinolin-2(1H)-yl)ethane-1-one